2-(4-(8-(5-(1-(3-cyclopentyl-1H-pyrazol-1-yl)ethyl)-1,2,4-oxadiazol-3-yl)-2-((S)-2,2-dimethylcyclopropane-1-carbonyl)-2,6-diazaspiro[3.4]octane-6-carbonyl)-1H-pyrazol-1-yl)acetic acid C1(CCCC1)C1=NN(C=C1)C(C)C1=NC(=NO1)C1CN(CC12CN(C2)C(=O)[C@@H]2C(C2)(C)C)C(=O)C=2C=NN(C2)CC(=O)O